(S)-2-(4-(6-((5-ethyl-1,3,4-thiadiazol-2-yl)methoxy)pyridin-2-yl)-2,5-difluorobenzyl)-1-(oxetan-2-ylmethyl)-1H-benzo[d]imidazole-6-carboxylic acid C(C)C1=NN=C(S1)COC1=CC=CC(=N1)C1=CC(=C(CC2=NC3=C(N2C[C@H]2OCC2)C=C(C=C3)C(=O)O)C=C1F)F